C1(=CC=CC=C1)C(CO)OCC(F)(F)F 2-phenyl-2-(2,2,2-trifluoroethoxy)ethan-1-ol